CC1(C2=CC=CC=C2C=2C=C(C=CC12)C(=O)NCC(=O)N1[C@@H](C[C@H](C1)S(=O)(=O)C)C(=O)O)C (2S,4R)-1-((9,9-dimethyl-9H-fluorene-3-carbonyl)glycyl)-4-(methylsulfonyl)pyrrolidine-2-carboxylic acid